ethyl (2S)-2-{[(E)-{2-chloro-4-fluoro-5-[3-methyl-2,6-dioxo-4-(trifluoromethyl)-3,6-dihydropyrimidin-1(2H)-yl]benzylidene}amino]oxy}propanoate ClC1=C(\C=N\O[C@H](C(=O)OCC)C)C=C(C(=C1)F)N1C(N(C(=CC1=O)C(F)(F)F)C)=O